N-[2-[[4-[3-(2-chloropyrimidin-4-yl)phenyl]thiazol-2-yl]amino]-2-oxo-ethyl]-1-methylsulfonyl-pyrrole-3-carboxamide ClC1=NC=CC(=N1)C=1C=C(C=CC1)C=1N=C(SC1)NC(CNC(=O)C1=CN(C=C1)S(=O)(=O)C)=O